9-(7-bromo-6-chloro-2-ethylsulfanyl-8-fluoro-quinazolin-4-yl)-3-oxa-7,9-diazabicyclo[3.3.1]Nonane-7-carboxylic acid tert-butyl ester C(C)(C)(C)OC(=O)N1CC2COCC(C1)N2C2=NC(=NC1=C(C(=C(C=C21)Cl)Br)F)SCC